BrC=1C=C(NC2(CCC3(N(C(C4=CC=CC=C34)=O)C3=CC(=CC=C3)OC)CC2)C(=O)O)C=CC1 (1s,4s)-4-(3-bromoanilino)-2'-(3-methoxyphenyl)-3'-oxo-2',3'-dihydrospiro[cyclohexane-1,1'-isoindole]-4-carboxylic acid